2-fluoro-7-(methylsulfonyl)-2,3-dihydro-1H-inden-1-yl acetate C(C)(=O)OC1C(CC2=CC=CC(=C12)S(=O)(=O)C)F